N-(trimethoxypropyl)isothiourea hydrochloride Cl.COC(CCNC(S)=N)(OC)OC